FC=1C=2OCC(N3C=C(C(C(=CC1F)C32)=O)CN([C@@H]3CN(CCC3)C=3C=CC(=NC3)C(=O)N)CC3=CC(=NC=C3)C)C 5-[(3S)-3-[(6,7-difluoro-2-methyl-10-oxo-4-oxa-1-azatricyclo[7.3.1.05,13]trideca-5(13),6,8,11-tetraen-11-yl)methyl-[(2-methyl-4-pyridyl)methyl]amino]-1-piperidyl]pyridine-2-carboxamide